Cl.FC1=C(COC2=CC=C(C=C2)[C@H]2CC[C@H](N2)C(=O)N)C=CC=C1 (2S,5R)-5-(4-((2-fluorobenzyl)oxy)phenyl)pyrrolidine-2-carboxamide hydrochloride